N-benzyl-1-isobutyl-7-(3-methylbenzyl)octahydro-6H-3,6-methanopyrrolo[3,2-c]pyridine-6-carboxamide C(C1=CC=CC=C1)NC(=O)C12C(C3C(CN1)C(CN3CC(C)C)C2)CC2=CC(=CC=C2)C